rac-methyl (2E)-4-[(2-bromopyridin-3-yl)oxy]-5-methylhex-2-enoate BrC1=NC=CC=C1O[C@@H](/C=C/C(=O)OC)C(C)C |r|